2-(Dimethoxymethyl)-5-fluorobenzaldehyde COC(C1=C(C=O)C=C(C=C1)F)OC